OCCOCC1CC(N(C1)C1=CC=C(C=C1)[N+](=O)[O-])=O 4-(2-hydroxyethoxymethyl)-1-(4-nitrophenyl)pyrrolidin-2-one